3'-(3,4-dimethoxyphenyl)-7-methoxy-6-methyl-4H-spiro[chromene-3,2'-oxiran]-4-one COC=1C=C(C=CC1OC)C1C2(O1)COC1=CC(=C(C=C1C2=O)C)OC